(2'-((2-((tert-butoxycarbonyl)amino)ethyl)amino)-[2,5'-bipyrimidin]-4-yl)methyl 4-methylbenzenesulfonate CC1=CC=C(C=C1)S(=O)(=O)OCC1=NC(=NC=C1)C=1C=NC(=NC1)NCCNC(=O)OC(C)(C)C